1-[4-(4-amino-thieno[2,3-d]pyrimidin-5-yl)-2-fluoro-phenyl]-3-(5-tert-butyl-2-p-tolyl-2H-pyrazol-3-yl)-urea NC=1C2=C(N=CN1)SC=C2C2=CC(=C(C=C2)NC(=O)NC=2N(N=C(C2)C(C)(C)C)C2=CC=C(C=C2)C)F